(2-cyano-4,5-difluoro-phenyl)boronic acid C(#N)C1=C(C=C(C(=C1)F)F)B(O)O